FC1=CC(=C(C=C1C1=CC2CCC(C1)N2C2=NC=CC=N2)NC(=O)C2=CNC(C=C2C(F)(F)F)=O)N2C[C@H](N([C@H](C2)C)C)C N-[4-fluoro-5-(8-pyrimidin-2-yl-8-azabicyclo[3.2.1]oct-2-en-3-yl)-2-[(3R,5S)-3,4,5-trimethylpiperazin-1-yl]phenyl]-6-oxo-4-(trifluoromethyl)-1H-pyridine-3-carboxamide